trans-6-chloro-N-(4-((6-chloroquinolin-2-yl)carbamoyl)cyclohexyl)-3,4-dihydro-2H-benzo[b][1,4]oxazine-2-carboxamide ClC1=CC2=C(OC(CN2)C(=O)N[C@@H]2CC[C@H](CC2)C(NC2=NC3=CC=C(C=C3C=C2)Cl)=O)C=C1